3,7-dimethyl-2,6-octadienamide CC(=CC(=O)N)CCC=C(C)C